3-(1-ethoxy-1-oxopropan-2-ylidene)azetidine-1-carboxylic acid C(C)OC(C(C)=C1CN(C1)C(=O)O)=O